CC=1OC2=C(C1C(=O)NC1C(NCC1)=O)C=C(C=C2)OCC2=CSC=C2 2-methyl-N-(2-oxopyrrolidin-3-yl)-5-(thiophen-3-ylmethoxy)benzofuran-3-carboxamide